C(OC=C)OC=C methylene-bis(oxyethylene)